C1CCCC2(CCCCC12)C=O decalin-4a-yl-formaldehyde